C(C1=CC=CC=C1)SC1=NN=NN1 5-(benzylmercapto)-1H-tetrazole